tert-Butyl 4-[4-[3-[[2-chloro-6-[3-[2-[1-(trifluoromethyl)cyclopropyl] ethoxy]pyrazol-1-yl]pyridine-3-carbonyl]sulfamoyl]pyrazol-1-yl]butyl]-2,2-dimethyl-pyrrolidine-1-carboxylate ClC1=NC(=CC=C1C(=O)NS(=O)(=O)C1=NN(C=C1)CCCCC1CC(N(C1)C(=O)OC(C)(C)C)(C)C)N1N=C(C=C1)OCCC1(CC1)C(F)(F)F